C(CCCC)C1=CC=C(C=C1)C=1C(=CC=CC1)C1=CC=CC=C1 4''-n-pentylterphenyl